5-cyclopropylsulfonyl-furan C1(CC1)S(=O)(=O)C1=CC=CO1